FC(C(C(=O)N1OCC[C@H]1C=1C=NC(=NC1)C)(C)C)F 3,3-difluoro-2,2-dimethyl-1-[(3S)-3-(2-methylpyrimidin-5-yl)-1,2-oxazolidin-2-yl]propan-1-one